FC=1C=C(C=CC1F)[C@@H]1N(OCC1)C1=CC(=NC=N1)NC1=C(C=C(C=C1)N1CCC(CC1)N1CCN(CC1)C)OC (R)-6-(3-(3,4-difluorophenyl)isoxazolidin-2-yl)-N-(2-methoxy-4-(4-(4-methylpiperazine-1-yl)piperidin-1-yl)phenyl)pyrimidin-4-amine